3-(2-((2-aminoacetoxy)methoxy)-2,2-diphenylacetoxy)spiro[bicyclo[3.2.1]octane-8,1'-pyrrolidin]-1'-ium trifluoroacetate TFA salt [O-]C(=O)C(F)(F)F.FC(C(=O)[O-])(F)F.NCC(=O)OCOC(C(=O)OC1CC2CCC(C1)[N+]21CCCC1)(C1=CC=CC=C1)C1=CC=CC=C1.NCC(=O)OCOC(C(=O)OC1CC2CCC(C1)[N+]21CCCC1)(C1=CC=CC=C1)C1=CC=CC=C1